2,2-difluoro-3-((6S,8R)-1-fluoro-6-(5-((1-(3-fluoropropyl)azetidin-3-yl)amino)pyridin-2-yl)-8-methyl-3,6,8,9-tetrahydro-pyrazolo[4,3-f]isoquinolin-7-yl)propan-1-ol FC(CO)(CN1[C@@H](C2=CC=C3C(=C2C[C@H]1C)C(=NN3)F)C3=NC=C(C=C3)NC3CN(C3)CCCF)F